(9α,11β,16α)-9-fluoro-11,16,17,21-tetrahydroxy-pregnane-1,4-diene-3,20-dione F[C@@]12[C@]3(C=CC(C=C3CC[C@H]1[C@@H]1C[C@H]([C@](C(CO)=O)([C@]1(C[C@@H]2O)C)O)O)=O)C